[N+](=O)([O-])C1=C(NCCOCCOCCOCCOCCC(=O)NCCCNC(=O)C2=C3C=CC=C(C3=CC=C2)OC2=CC=C(C=N2)C(=O)ON2C(CCC2=O)=O)C=CC(=C1)[N+](=O)[O-] (2,5-dioxopyrrolidin-1-yl) 6-[[5-[3-[3-[2-[2-[2-[2-(2,4-dinitroanilino)ethoxy]ethoxy]ethoxy]ethoxy]propanoylamino]propylcarbamoyl]-1-naphthyl]oxy]pyridine-3-carboxylate